6-bromo-N-(2,2,2-trifluoroethyl)picolinamide BrC1=CC=CC(=N1)C(=O)NCC(F)(F)F